CCCC=CCCCCCCC 4-dodecene